3-[(7-bromo-2-chloro-8-iodo-quinazolin-4-yl)-ethyl-amino]-2-methyl-pyrrolidine-1-carboxylic acid tert-butyl ester C(C)(C)(C)OC(=O)N1C(C(CC1)N(CC)C1=NC(=NC2=C(C(=CC=C12)Br)I)Cl)C